tert-butyl (3-(4-(4,4,5,5-tetramethyl-1,3,2-dioxaborolan-2-yl)-1H-pyrazol-1-yl)propyl)carbamate Cesium carbonate C([O-])([O-])=O.[Cs+].CC1(OB(OC1(C)C)C=1C=NN(C1)CCCNC(OC(C)(C)C)=O)C.[Cs+]